8-hydroxy-5,6-dihydro-benzo[b]carbazol-11-one OC=1C=CC2=C(CC=3NC4=CC=CC=C4C3C2=O)C1